CC1(OC2=C(C1)C=CC(=C2)C(C)=O)C 1-(2,2-dimethyl-2,3-dihydrobenzofuran-6-yl)ethan-1-one